7-(4-(((1S,4S)-2-oxa-5-azabicyclo[2.2.1]heptan-5-yl)methyl)benzyl)-2-butoxy-5H-pyrrolo[3,2-d]pyrimidin-4-amine [C@@H]12OC[C@@H](N(C1)CC1=CC=C(CC3=CNC4=C3N=C(N=C4N)OCCCC)C=C1)C2